C1(=CC=CC=C1)S(=O)(=O)O.ClC1=C(C=CC(=C1)Cl)CCN1N=C(C=2C1=NC(=CN2)N2CC(C2)[C@@H]2CN(CCC2)O)C(F)(F)F (R)-3-(1-(1-((2,4-dichlorophenyl)ethyl)-3-(trifluoromethyl)-1H-pyrazolo[3,4-b]pyrazin-6-yl)azetidin-3-yl)piperidin-1-ol benzenesulfonate